N1CC(CC1)OC=1C=2C3=C(C(=NC2C=CC1)N)N=CN3 9-(pyrrolidin-3-yloxy)-1H-imidazo[4,5-c]quinolin-4-amine